3-diazopropan-2-one [N+](=[N-])=CC(C)=O